ClC1=CC=CC2=CC3=C(CN(C[C@H](O3)CC)CC=3C=C(C=CC3C)C(C(C(=O)O)(C)C)C3=C(C4=C(N(N=N4)C)C=C3)C)C=C12 3-(3-(((R)-7-chloro-2-ethyl-2,3-dihydronaphtho[2,3-f][1,4]oxazepin-4(5H)-yl)methyl)-4-methylphenyl)-3-(1,4-dimethyl-1H-benzo[d][1,2,3]triazol-5-yl)-2,2-dimethylpropionic acid